N1N=NC(=C1)C1CN(CC1)C1=NN=C(O1)C=1C=NC(=NC1)NCC1=CC(=CC(=C1)F)F 5-(5-(3-(1H-1,2,3-triazol-4-yl)pyrrolidin-1-yl)-1,3,4-oxadiazol-2-yl)-N-(3,5-difluorobenzyl)pyrimidin-2-amine